P(OCC)([O-])=O.[Ti+4].C(C)OP([O-])=O.C(C)OP([O-])=O.C(C)OP([O-])=O titanium ethyl phosphonate